ClC1=NC=C(C(=C1)N1C[C@@H](CCC1)O)C#CC=1C=NN(C1)C(F)(F)F (R)-1-(2-chloro-5-((1-(trifluoromethyl)-1H-pyrazol-4-yl)ethynyl)pyridin-4-yl)piperidin-3-ol